BrC1=C(C(=C2C(=NC(=NC2=C1F)OC[C@]12CCCN2C[C@@H](C1)F)O)OCC[C@@H](C)NC)Cl 7-bromo-6-chloro-8-fluoro-2-(((2R,7aS)-2-fluorotetrahydro-1H-pyrrolizin-7a(5H)-yl)methoxy)-5-((R)-3-(methylamino)butoxy)quinazolin-4-ol